(1R)-1-{5-[3-(difluoromethoxy)phenyl]-1,3,4-thiadiazol-2-yl}-6-azaspiro[2.5]octane-6-sulfonamide FC(OC=1C=C(C=CC1)C1=NN=C(S1)[C@@H]1CC12CCN(CC2)S(=O)(=O)N)F